N-Acryloyl-Glycine C(C=C)(=O)NCC(=O)O